C1(=CC(=CC=C1)NC1=CC=C(C=C1)C1=CC=CC=C1)C1=CC=CC=C1 biphenyl-3-yl-biphenyl-4-yl-amine